[Si](C1=CC=CC=C1)(C1=CC=CC=C1)(C(C)(C)C)O[C@@H]1[C@H](C([C@H](C1)N1C=2N=C(NC(C2N=C1)=O)NC(C1=CC=CC=C1)=O)=C)CO N-(9-((1S,3R,4S)-4-((tert-butyldiphenylsilanyl)oxy)-3-hydroxymethyl-2-methylenecyclopentyl)-6-oxo-6,9-dihydro-1H-purin-2-yl)benzamide